C(C)(C)(C)N.C(CCCC)(=O)C1=C(C(=O)O)C=CC=C1 2-(alpha-n-pentanonyl)benzoic acid tert-butylamine salt